trimethylpropionitrile CC(CC#N)(C)C